BrC=1C=NN2C1N=C(C=C2)NCCC2=CC=CC=C2 3-bromo-N-phenethylpyrazolo[1,5-a]pyrimidin-5-amine